1-[2,2-difluoro-1-methyl-ethyl]-4-nitro-3-(oxetan-3-yloxy)-1H-pyrazole FC(C(C)N1N=C(C(=C1)[N+](=O)[O-])OC1COC1)F